6-chloro-3-(furan-3-yl)furo[3,2-b]pyridine ClC=1C=C2C(=NC1)C(=CO2)C2=COC=C2